C(C)(=O)O[C@H]1C[C@H]2[C@H]([C@H]([C@H]3[C@@H]4CC[C@H]([C@@H](CCCO)C)[C@]4(C[C@@H]([C@@H]3[C@]2(CC1)C)O)C)O)CC 3α-Acetoxy-7α,11β-dihydroxy-6α-ethyl-5β-cholan-24-ol